(S)-N-(7-((3-hydroxyoxetan-3-yl)ethynyl)-5-methyl-4-oxo-2,3,4,5-tetrahydrobenzo[b][1,4]oxazepin-3-yl)-4-(pyridin-3-ylmethyl)pyridineamide OC1(COC1)C#CC1=CC2=C(OC[C@@H](C(N2C)=O)NC(=O)C2=NC=CC(=C2)CC=2C=NC=CC2)C=C1